5-iodo-veratraldehyde IC=1C(=C(C=C(C=O)C1)OC)OC